nonylphenyl-diethylene glycol C(CCCCCCCC)C(COCCO)(C1=CC=CC=C1)O